2,4,8,10-tetra-t-butyl-6-[3-(3-methyl-4-hydroxy-5-t-butylphenyl)propoxy]dibenzo[d,f][1,3,2]dioxaphosphepine C(C)(C)(C)C1=CC2=C(OP(OC3=C2C=C(C=C3C(C)(C)C)C(C)(C)C)OCCCC3=CC(=C(C(=C3)C(C)(C)C)O)C)C(=C1)C(C)(C)C